ClC1=CC(=C(C=C1)C1=NC(=NC2=C1N=C(N(C2=O)C)C)N2C[C@@H](OCC2)C2=CC(=NC=C2)C)F (S)-8-(4-chloro-2-fluorophenyl)-2,3-dimethyl-6-(2-(2-methylpyridin-4-yl)morpholino)pyrimido[5,4-d]pyrimidin-4(3H)-one